BrC=1C(=NC=CC1)C#N 3-bromopyridinecarbonitrile